FC(CN1N=C(C=C1)C=1N=C(C2=C(N1)C=CC=N2)N2CCOCC2)(F)F 4-(2-(1-(2,2,2-trifluoroethyl)-1H-pyrazol-3-yl)pyrido[3,2-d]pyrimidin-4-yl)morpholine